[Si](C)(C)(C(C)(C)C)OCC(COC1=NN(C(=C1[N+](=O)[O-])C)C1CCOCC1)Cl 3-(3-((tert-butyl-dimethylsilyl)oxy)-2-chloropropoxy)-5-methyl-4-nitro-1-(tetrahydro-2H-pyran-4-yl)-1H-pyrazole